C(C)(=O)N1[C@H](C[C@H](C1)C1=CC(=C(C=C1)OC)OCC)CC1(NC=C(C=C1)C(=O)NCC)C(=O)N 2-(((2R,4S)-1-acetyl-4-(3-ethoxy-4-methoxyphenyl)pyrrolidin-2-yl)methyl)-N5-ethylpyridine-2,5-dicarboxamide